ClC1=NC(=CC(=C1NC(C)=O)C)Cl N-(2,6-dichloro-4-methyl-3-pyridinyl)acetamide